CN1N=C(C(=C1)C1=CC=NC=C1)C1=CC=C(OCC2=NC3=CC=CC=C3C(=N2)N2CC(C2)NC(OC(C)(C)C)=O)C=C1 tert-Butyl N-[1-[2-[[4-[1-methyl-4-(4-pyridyl)pyrazol-3-yl]phenoxy]methyl]quinazolin-4-yl]azetidin-3-yl]carbamate